N,N-dimethyl-1-(7-methylimidazo[1,5-a]pyridin-3-yl)propan-2-amine CN(C(CC1=NC=C2N1C=CC(=C2)C)C)C